BrC=1OC(=NN1)C1=CC=CC=C1 2-bromo-5-phenyl-1,3,4-oxadiazole